ClC=1C=C(OC2CCC3(CN(C3)C(=O)C3CC(C3)(C)O)CC2)C=CC1C (7-(3-Chloro-4-methylphenoxy)-2-azaspiro[3.5]nonan-2-yl)((1s,3s)-3-hydroxy-3-methylcyclobutyl)methanon